4-[2-(1-hydroxy-1-methyl-ethyl)-3-pyridinyl]-3,6-dihydro-2H-pyridine-1-carboxylic acid tert-butyl ester C(C)(C)(C)OC(=O)N1CCC(=CC1)C=1C(=NC=CC1)C(C)(C)O